(Z)-3-fluoro-4-(4-(4-(methylsulfonyl)phenyl)-2-(trifluoromethyl)-1H-benzo[d]imidazol-1-yl)but-2-en-1-amine hydrochloride Cl.F\C(=C/CN)\CN1C(=NC2=C1C=CC=C2C2=CC=C(C=C2)S(=O)(=O)C)C(F)(F)F